2-(4-(4-(aminomethyl)-1-oxo-1,2-dihydrophthalazin-6-yl)-1-methyl-1H-pyrazol-5-yl)-6-cyclopropoxy-4-(difluoromethoxy)benzonitrile NCC1=NNC(C2=CC=C(C=C12)C=1C=NN(C1C1=C(C#N)C(=CC(=C1)OC(F)F)OC1CC1)C)=O